4-methyl-5-oxo-4,5-dihydro-2H-pyrazolo[4,3-b]Pyridine CN1C=2C(C=CC1=O)=NNC2